2,4-dichloro-5H,6H,7H-pyrrolo[3,4-d]pyrimidine HCl salt Cl.ClC=1N=C(C2=C(N1)CNC2)Cl